7-octadienyl acetate C(C)(=O)OC(CCC=CC=C)C